C(C=C)(=O)CO acryloylmethanol